potassium dimethyl adipate C(CCCCC(=O)OC)(=O)OC.[K]